C1COCCC=2N1C1=C(N2)C=CC(=C1)C(=O)OC methyl 1,2,4,5-tetrahydrobenzo[4,5]imidazo[1,2-d][1,4]oxazepine-9-carboxylate